[Si](C1=CC=CC=C1)(C1=CC=CC=C1)(C(C)(C)C)OC[C@@H]1CO[C@@H](CN1C(=O)OC(C)(C)C)C(NC(C)(C)C1=NC=C(C(=C1Cl)C)F)=O tert-butyl (2S,5S)-5-(((tert-butyldiphenylsilyl)oxy)methyl)-2-((2-(3-chloro-5-fluoro-4-methylpyridin-2-yl)propan-2-yl)carbamoyl)morpholine-4-carboxylate